6-Chloro-4-hydroxy-2-(4-methoxybenzyl)pyridazin-3(2H)-one ClC=1C=C(C(N(N1)CC1=CC=C(C=C1)OC)=O)O